2-chloro-8-(4-phenoxyphenyl)-5,8-dihydropyrido[2,3-d]pyrimidin-7(6H)-one ClC=1N=CC2=C(N1)N(C(CC2)=O)C2=CC=C(C=C2)OC2=CC=CC=C2